methyl sulfamate S(N)(OC)(=O)=O